1-propyn-3-ol C#CCO